C(C)(=O)N1CCN(CC1)C1=C(C(=CC=C1)C)C 1-acetyl-4-(2,3-dimethylphenyl)piperazine